C1(=CCCC=CCCC=CCC1)C(CC)=O 1-(cyclododeca-1,5,9-trien-1-yl)propan-1-one